C1(CC1)C1N(CC1)O cyclopropylazetidinol